C(C)(C)(C)OC(=O)N1CCC(CC1)C=1C=CC2=C(N(N=C2C1F)C)C1C(NC(CC1)=O)=O.FC(OC=1C=C(C(C(=O)O)=C(C1)[2H])[2H])(F)F 4-(trifluoromethoxy)benzoic acid-2,6-d2 tert-butyl-4-[3-(2,6-dioxo-3-piperidyl)-7-fluoro-2-methyl-indazol-6-yl]piperidine-1-carboxylate